NC1=NC=NN2C1=C(C=C2C=2C=C(C(=NC2)OC)C(=O)NC2CN(CC2F)CC2=C(C=CC=C2)F)C(F)(F)F 5-[4-amino-5-(trifluoromethyl)pyrrolo[2,1-f][1,2,4]triazin-7-yl]-N-{4-fluoro-1-[(2-fluorophenyl)methyl]pyrrolidin-3-yl}-2-methoxypyridine-3-carboxamide